O1CCN(CC1)S(=O)(=O)N1[C@H](C[C@H](C1)C1=CC=CC=C1)CS(=O)(=O)C1=NC=CC(=C1)CN (2-((((2R,4S)-1-(morpholinosulfonyl)-4-phenylpyrrolidin-2-yl)methyl)sulfonyl)pyridin-4-yl)methanamine